(4S)-2-{[1-(1-hydroxycyclopropane-1-carbonyl)piperidin-4-yl]methyl}-4-methyl-N-{[(2S)-oxolan-2-yl]methyl}-8-(trifluoromethyl)-4,5-dihydro-2H-furo[2,3-g]indazole-7-carboxamide OC1(CC1)C(=O)N1CCC(CC1)CN1N=C2C3=C(C[C@@H](C2=C1)C)OC(=C3C(F)(F)F)C(=O)NC[C@H]3OCCC3